N-(4-cyano-3-(trifluoromethyl)phenyl)-2-ethyl-2-(4-iodo-1H-pyrazol-1-yl)butanamide C(#N)C1=C(C=C(C=C1)NC(C(CC)(N1N=CC(=C1)I)CC)=O)C(F)(F)F